C1=COC(=O)C1=O furandione